4-(2-fluoroacrylamido)benzoic acid FC(C(=O)NC1=CC=C(C(=O)O)C=C1)=C